(6S)-6-(((tert-Butyldimethylsilyl)oxy)methyl)-1-oxa-5-azaspiro[2.4]heptane-5-carboxylic acid tert-butyl ester C(C)(C)(C)OC(=O)N1CC2(CO2)C[C@H]1CO[Si](C)(C)C(C)(C)C